C1(CC1)C1=C(C=NC2=C(C=CC=C12)C1=C(C(=CC(=C1)F)F)F)C(=O)NN1CCOC2=C1C=CC=C2 4-cycloprOpyl-N-(2,3-dihydro-1,4-benzoxazin-4-yl)-8-(2,3,5-trifluorophenyl)quinoline-3-carboxamide